4-hydroxy-N-(3-phenylisoxazol-5-yl)benzamide OC1=CC=C(C(=O)NC2=CC(=NO2)C2=CC=CC=C2)C=C1